2-[2-fluoro-4-(8-oxa-3-azabicyclo[3.2.1]octane-3-carbonyl)phenyl]-4-[[5-(4-hydroxy-1-piperidyl)-2-pyridyl]amino]-6H-naphthyridin-5-one FC1=C(C=CC(=C1)C(=O)N1CC2CCC(C1)O2)C2=NC=1N=CCC(C1C(=C2)NC2=NC=C(C=C2)N2CCC(CC2)O)=O